5-(1-(1-ethoxy)ethoxycarbonyl)-bicyclo[2.2.1]Hept-2-ene C(C)OC(C)OC(=O)C1C2C=CC(C1)C2